OCN1C(C2=CC=CC(=C2C1)C(F)(F)F)=O (hydroxymethyl)-4-(trifluoromethyl)isoindolin-1-one